6-(3-(1,3-dimethyl-1H-pyrazol-4-yl)-7,8-dihydro-1,6-naphthyridin-6(5H)-yl)-5-methyl-N-(pyridin-4-ylmethyl)nicotinamide CN1N=C(C(=C1)C=1C=NC=2CCN(CC2C1)C1=NC=C(C(=O)NCC2=CC=NC=C2)C=C1C)C